(7-((2S,5R)-4-(1-(4-fluoro-2-(trifluoromethyl)phenyl)ethyl)-2,5-dimethylpiperazin-1-yl)-4-methyl-5-oxo-4,5-dihydro-2H-pyrazolo[4,3-b]pyridin-2-yl)acetonitrile FC1=CC(=C(C=C1)C(C)N1C[C@@H](N(C[C@H]1C)C=1C=2C(N(C(C1)=O)C)=CN(N2)CC#N)C)C(F)(F)F